CNC(C[C@H](CC(N1CCCCC1)=O)C1=CC(=NC=C1C)C(F)(F)F)=O (R)-N-methyl-3-(5-methyl-2-(trifluoromethyl)-pyridin-4-yl)-5-oxo-5-(piperidin-1-yl)pentanamide